N1=CC=C(C=C1)C1=C(N=C2N1C=CC=C2)N pyridin-4-ylimidazo[1,2-a]pyridin-2-amine